N-Methyl-1-phenyl-methanamin CNCC1=CC=CC=C1